N,N-dimethyl-2-hydroxyethyl-ammonium hexafluorophosphate F[P-](F)(F)(F)(F)F.C[NH+](C)CCO